FCCCN1C[C@H](CC1)OC1=CC=C(C=C1)C1=C(CCCC2=C1C=CC(=C2)O)C=2CCNCC2 5-[4-[(3S)-1-(3-fluoropropyl)pyrrolidin-3-yl]oxyphenyl]-6-(1,2,3,6-tetrahydro-pyridin-4-yl)-8,9-dihydro-7H-benzo[7]annulen-2-ol